ClC=1C=C2C(=CC1)NC(C21CCN(CC1)CCOC=1C=NC(=NC1)C1OC(OC1)(C)C)=O 5-chloro-1'-(2-{[2-(2,2-dimethyl-1,3-dioxolan-4-yl)pyrimidin-5-yl]oxy}ethyl)-1,2-dihydrospiro[indole-3,4'-piperidin]-2-one